2,2'-((2-(diethylamino)ethyl)azetidinediyl)bis(ethane-1-ol) C(C)N(CCC1(N(CC1)CCO)CCO)CC